[Na+].C(CC(O)(C(=O)O)CC(=O)O)(=O)[O-] citric acid, monosodium salt